2-[4-bromo-2-oxo-1'-(1H-pyrazolo[3,4-c]pyridine-5-carbonyl)spiro[indole-3,4'-piperidin]-1-yl]-N-(2,2,2-trifluoroethyl)acetamide BrC1=C2C(=CC=C1)N(C(C21CCN(CC1)C(=O)C=1C=C2C(=CN1)NN=C2)=O)CC(=O)NCC(F)(F)F